CC1=C(N=NN1C1=CC=CC=C1)C(=O)NC1=CC=C(OC=2C(=NC=CC2)C(=O)NCCC)C=C1 (4-(5-methyl-1-phenyl-1H-1,2,3-triazole-4-carboxamido)phenoxy)-N-propylpicolinamide